bis(3-methoxylphenyl)carbamyl chloride O(C)C=1C=C(C=CC1)N(C(=O)Cl)C1=CC(=CC=C1)OC